CCCCCCCCC/C=C\CCCCCCCC(=O)OC[C@H](COP(=O)(O)OC[C@@H](C(=O)O)N)OC(=O)CC/C=C\C/C=C\C/C=C\C/C=C\C/C=C\C/C=C\CC 1-(9Z-nonadecenoyl)-2-(4Z,7Z,10Z,13Z,16Z,19Z-docosahexaenoyl)-glycero-3-phosphoserine